barium-nickel [Ni].[Ba]